7-Chloro-N-(3-((diethylamino)methyl)phenyl)quinolin-4-amine ClC1=CC=C2C(=CC=NC2=C1)NC1=CC(=CC=C1)CN(CC)CC